C(C)(C)(C)OC(N(C=1SC=C(N1)CI)CC1=C(C=C(C=C1)OC)OC)=O (2,4-Dimethoxybenzyl)[4-(iodomethyl)-1,3-thiazol-2-yl]carbamic acid tert-butyl ester